6-cyclopropyloxy-3-fluoro-4-(3-methyl-3-(pyrrolidin-1-yl)but-1-yn-1-yl)benzonitrile C1(CC1)OC1=CC(=C(C=C1C#N)F)C#CC(C)(N1CCCC1)C